3-ethyl-2,4-thiazolidinedione C(C)N1C(SCC1=O)=O